3β-Hydroxycholest-5-en O[C@@H]1CC2=CC[C@H]3[C@@H]4CC[C@H]([C@@H](CCCC(C)C)C)[C@]4(CC[C@@H]3[C@]2(CC1)C)C